CN1N=CC(=C1)C=1OC2=NC=CC=C2N1 2-(1-Methyl-1H-pyrazol-4-yl)-[1,3]oxazolo[5,4-b]pyridin